3-bromo-1,8-naphthyridin-2(1H)-one BrC=1C(NC2=NC=CC=C2C1)=O